2-Fluoro-4-isobutyl-6-(4-methyl-5,6-dihydropyrrolo[3,4-c]pyrazol-2(4H)-yl)benzonitrile FC1=C(C#N)C(=CC(=C1)CC(C)C)N1N=C2C(=C1)C(NC2)C